C(C)C=1NC(=NN1)C=1C(=C(C(=O)O)C=CC1F)C 5-ethyl-4H-1,2,4-triazol-3-yl-4-fluoro-2-methylbenzoic acid